C(C1=CC=CC=C1)OC=1C=CC2=C(C(=C(O2)C)C(=O)NC2CCS(CC2)(=O)=O)C1 5-(benzyloxy)-N-(1,1-dioxotetrahydro-2H-thiopyran-4-yl)-2-methylbenzofuran-3-carboxamide